C(CCCC[C@@H]1SC[C@@H]2NC(=O)N[C@H]12)(=O)SSC1=NC=C(C=C1)[N+](=O)[O-] 2-(biotinyldisulfanyl)-5-nitropyridine